C1(=CC=CC=C1)C(C1=CC=CC=C1)=NC1=CC2=C(C=N1)CN(C2)C(=O)OC(C)(C)C tert-Butyl 6-((diphenylmethylene)amino)-1,3-dihydro-2H-pyrrolo[3,4-c]pyridine-2-carboxylate